4-([[(tert-butoxy)carbonyl]amino]sulfonyl)butan-2-yl acetate C(C)(=O)OC(C)CCS(=O)(=O)NC(=O)OC(C)(C)C